hydroxybenzeneacetaldehyde OC1=C(C=CC=C1)CC=O